2-((2-(trifluoromethyl)pyrimidin-4-yl)methyl)-2,8-diazaspiro[4.5]decan-1-one hydrochloride Cl.FC(C1=NC=CC(=N1)CN1C(C2(CC1)CCNCC2)=O)(F)F